C(C)(C)(C)C1=NC[C@H]2[C@@H]1C=C(C2)OS(=O)(=O)C(F)(F)F racemic-(cis)-tert-butyl-5-(((trifluoromethyl)sulfonyl)oxy)-3,3a,4,6a-tetrahydrocyclopenta[c]pyrrole